C(C)C1=NN(C2=C1C(NCC1(CCOCC1)C2)=O)C[C@H](COC(C2=C(C=CC=C2)S(=O)(=O)C)=O)C 2-Methylsulfonylbenzoic acid [(2R)-3-(3-ethyl-4-oxo-spiro[6,8-dihydro-5H-pyrazolo[4,3-c]azepin-7,4'-tetrahydropyran]-1-yl)-2-methyl-propyl] ester